COC1=CC=C(C=C1)CN(C1=NC(=NC=2N1N=CC2C=2C=NN(C2)C)N2CCOCC2)CC2=CC=C(C=C2)OC N,N-bis[(4-methoxyphenyl)methyl]-8-(1-methyl-1H-pyrazol-4-yl)-2-(morpholin-4-yl)pyrazolo[1,5-a][1,3,5]triazin-4-amine